tert-butyl (3-acetyl-9-(5-((2-chloro-3-((1-methyl-1H-pyrazol-3-yl)ethynyl)phenyl)thio)pyrazin-2-yl)-3,9-diazaspiro[5.5]undec-1-yl)carbamate C(C)(=O)N1CC(C2(CC1)CCN(CC2)C2=NC=C(N=C2)SC2=C(C(=CC=C2)C#CC2=NN(C=C2)C)Cl)NC(OC(C)(C)C)=O